OC1=C(C=C(C=C1C(C)(C)C)C)C1=C(C=CC=2NN=NC21)Cl (2'-hydroxy-3'-t-butyl-5'-methylphenyl)-5-chlorobenzotriazole